3-(7-(4-Chlorobenzyl)-3-methyl-2,6-dioxo-8-(3-(trifluoromethoxy)phenoxy)-2,3,6,7-tetrahydro-1H-purin-1-yl)propanoic acid ClC1=CC=C(CN2C(=NC=3N(C(N(C(C23)=O)CCC(=O)O)=O)C)OC2=CC(=CC=C2)OC(F)(F)F)C=C1